Cl.NC12C[C@@H](C(CC1)(CC2)NC(OC(C)(C)C)=O)O tert-butyl (S)-(4-amino-2-hydroxybicyclo[2.2.2]octan-1-yl)carbamate hydrochloride